6-[[6-(trifluoromethyl)pyridazin-3-yl]amino]-2-azaspiro[3.3]heptane-2-carboxylic acid tert-butyl ester C(C)(C)(C)OC(=O)N1CC2(C1)CC(C2)NC=2N=NC(=CC2)C(F)(F)F